C(#N)C1=C(C=CC=C1)[C@@H](CC)C=1C(=NN(C1)C)N(C(C)=O)C (1R,2R)-1-(2-cyanophenyl)-1-(1-methyl-3-(N-methylacetamido)-1H-pyrazol-4-yl)propan